propylhydroxybenzoate C(CC)C=1C(=C(C(=O)[O-])C=CC1)O